NCC1=NNC(C2=CC=C(C=C12)C1=C(N(N=C1)C)C=1C(=NN(C1)CC1=C(C#N)C=CC=C1)Cl)=O 2-((4-(4-(aminomethyl)-1-oxo-1,2-dihydrophthalazin-6-yl)-3'-chloro-2-methyl-1'H,2H-[3,4'-bipyrazol]-1'-yl)methyl)benzonitrile